CSC1=NC(=NC=C1)N (4-methylsulfanyl-pyrimidin-2-yl)-amine